4-benzhydryl-5-phenylfuran-2(5H)-one C(C1=CC=CC=C1)(C1=CC=CC=C1)C1=CC(OC1C1=CC=CC=C1)=O